2,4-dichloro-5-(1,3-dimethyl-1H-pyrazol-4-yl)pyrimidine ClC1=NC=C(C(=N1)Cl)C=1C(=NN(C1)C)C